(4-(4-oxo-3,4-dihydro-phthalazin-1-yl)-2-(trifluoromethyl)benzyl)sulphonamide hydrochloride Cl.O=C1NN=C(C2=CC=CC=C12)C1=CC(=C(CS(=O)(=O)N)C=C1)C(F)(F)F